ClC1=C(C(=NC(=N1)C=1C=C(C=CC1)C)N)OC1=C(C=CC=C1)OC chloro-5-(2-methoxyphenoxy)-2-(m-tolyl)pyrimidin-4-amine